FC(C=1N=C(SC1)NC1=CC=C(C=C1)[C@@H](C)C=1C(=NSN1)O)(F)F 4-[(1R)-1-(4-{[4-(trifluoromethyl)-1,3-thiazol-2-yl]amino}phenyl)ethyl]-1,2,5-thiadiazol-3-ol